ClC1=C(C=NNC(N)=N)C(=CC=C1)F 2-(2-chloro-6-fluorobenzylidene)hydrazine-carboximidamide